[Br-].C(CCCC)OC(CCCCC/C=C/CCC[P+](C)(C)C)OCCCCC (4E)-11,11-dipentyloxy-4-undecenyltrimethylphosphonium bromide